Tert-butyl (3aR,6aS)-5-(5-chloro-2-((1-methyl-1H-pyrazol-4-yl) amino) pyrimidin-4-yl)-3a,6a-dimethylhexahydropyrrolo[3,4-c]pyrrole-2(1H)-carboxylate ClC=1C(=NC(=NC1)NC=1C=NN(C1)C)N1C[C@@]2([C@](C1)(CN(C2)C(=O)OC(C)(C)C)C)C